tert-butyl bis(2-bromoethyl)carbamate BrCCN(C(OC(C)(C)C)=O)CCBr